CN1N=C(N=N1)C=1C=C(C=CC1NC1=CC(=CC=C1)C(F)(F)F)B(O)O [3-(2-methyltetrazol-5-yl)-4-[3-(trifluoromethyl)anilino]phenyl]boronic acid